(13Z)-eicosenoyl-L-carnitine C(C=CCCCCCCCCCCCCCCCCC)(=O)[C@](O)(C[N+](C)(C)C)CC([O-])=O